hydrogen butanedioate C(CCC(=O)[O-])(=O)O